4-(4-chloro-3-fluoro-phenyl)-5-[4-[(3S)-1-(3-fluoropropyl)pyrrolidin-3-yl]oxyphenyl]-2,3-dihydro-1-benzoxepin-8-ol ClC1=C(C=C(C=C1)C=1CCOC2=C(C1C1=CC=C(C=C1)O[C@@H]1CN(CC1)CCCF)C=CC(=C2)O)F